CN(C1=CC=C(C=C1)CC(=O)N1C[C@@H](CC[C@@H]1C)C(=O)O)C (3R,6S)-1-(2-(4-(dimethylamino)phenyl)acetyl)-6-methylpiperidine-3-carboxylic acid